1,3,5,7-tetraazacyclooctane N1CNCNCNC1